C(CCCCC)NCCCCCC(=O)OCC(CCCCCC)CCCC 2-Butyloctyl 6-(hexylamino)hexanoate